2,2-difluoro-N-(5-(6-((S)-1-hydroxypropyl)-4-methylpyridin-3-yl)pyrazolo[5,1-a][2,6]naphthyridin-9-yl)cyclopropane-carboxamide FC1(C(C1)C(=O)NC1=NC=C2C=C(N3C(C2=C1)=CC=N3)C=3C=NC(=CC3C)[C@H](CC)O)F